2,6-dicyclohexylthieno[2,3,4,5-lmn][3,8]phenanthroline-1,3,5,7(2H,6H)-tetraone C1(CCCCC1)N1C(C2=C3C4=C(C(N(C(C4=CC=C3C1=O)=O)C1CCCCC1)=O)S2)=O